CN(CCN(C)C)C tetramethylEthylenediamine